CC(=O)OCC1=C(N2[C@@H]([C@@H](C2=O)NC(=O)[C@@H](C3=CC=CC=C3)N)SC1)C(=O)O The molecule is a cephalosporin antibiotic containing at the 7beta-position of the cephem skeleton an (R)-amino(phenyl)acetamido group. It has a role as an antimicrobial agent. It is a cephalosporin and a beta-lactam antibiotic allergen.